bis-p-nitrophenyl Phosphate C1=CC(=CC=C1[N+](=O)[O-])OP(=O)(O)OC2=CC=C(C=C2)[N+](=O)[O-]